6-Chloro-5-fluoro-1'-(3-(2-methoxy-1-phenylethyl)-1H-1,2,4-triazole-5-carbonyl)spiro[benzo[d][1,3]oxazine-4,3'-piperidin]-2(1H)-one ClC1=C(C2=C(NC(OC23CN(CCC3)C(=O)C3=NC(=NN3)C(COC)C3=CC=CC=C3)=O)C=C1)F